benzyl 4-((4-((3-chloro-2-fluorophenyl)(3,4-dimethoxybenzyl)amino)-7-methoxyquinazolin-6-yl)(methyl)amino)piperidine-1-carboxylate ClC=1C(=C(C=CC1)N(C1=NC=NC2=CC(=C(C=C12)N(C1CCN(CC1)C(=O)OCC1=CC=CC=C1)C)OC)CC1=CC(=C(C=C1)OC)OC)F